2-[[4-(2-fluoroethoxy)benzoyl]amino]-3-phenylpropanoic acid FCCOC1=CC=C(C(=O)NC(C(=O)O)CC2=CC=CC=C2)C=C1